rac-(3aR,5R,7aR)-1-ethyl-3,3-dimethyl-5-propyloctahydrobenzo[c]isoxazole C(C)N1OC([C@H]2[C@H]1CC[C@H](C2)CCC)(C)C |r|